ClC1=C(C=C(C=C1)NC(=O)N1[C@H]2CC[C@@H]1CC=1N=CN=CC12)C(F)(F)F (5S,8R)-N-(4-chloro-3-(trifluoromethyl)phenyl)-6,7,8,9-tetrahydro-5H-5,8-epiminocyclohepta-[d]pyrimidine-10-carboxamide